(R)-4-bromo-N-((5-fluoro-2-hydroxyphenyl)(4-fluorophenyl)methyl)-6-methylpicolinamide BrC1=CC(=NC(=C1)C)C(=O)N[C@H](C1=CC=C(C=C1)F)C1=C(C=CC(=C1)F)O